[K].FC(C(C(C(C(C(C(C(F)(F)F)(F)F)(F)F)(F)F)(F)F)(F)F)(F)F)(S(=O)(=O)O)F perfluorooctyl-sulfonic acid potassium